1-((5-(3-(2,6-dichlorophenyl)azetidin-1-yl)pyridin-2-yl)methyl)-3-methylazetidin-3-ol ClC1=C(C(=CC=C1)Cl)C1CN(C1)C=1C=CC(=NC1)CN1CC(C1)(O)C